FC1=C(C=CC=C1F)[C@@H]1N(OCC1)C1=CC(=NC=N1)NC=1C(=CC(=C(C1)NC(C=C)=O)N1[C@H](CN(CC1)C)C)OC N-(5-((6-((R)-3-(2,3-difluoro-phenyl)-isoxazolidine-2-yl)pyrimidine-4-yl)amino)-2-((S)-2,4-dimethyl-piperazine-1-yl)-4-methoxyphenyl)acrylamide